ClC=1C=C(C=CC1)C1=CC(=CC(=C1)C=1C=NNC1)C(C)NC(=O)C=1C=C(C=CC1C)NC(=O)[C@@H]1NCCCC1 (2R)-N-(3-((1-(3'-chloro-5-(1H-pyrazol-4-yl)-[1,1'-biphenyl]-3-yl)ethyl)carbamoyl)-4-methylphenyl)piperidine-2-carboxamide